Zinc Sulfate, Monohydrate O.S(=O)(=O)([O-])[O-].[Zn+2]